cis-dichloro-(1,2-diaminocyclohexane) platinum [Pt].Cl[C@@]1([C@](CCCC1)(N)Cl)N